C(C)OC(=C)C1=NC=C(C=N1)C(F)(F)F 2-(1-Ethoxyvinyl)-5-(trifluoromethyl)pyrimidine